2-(allyloxy)naphthalene-1,4-dione C(C=C)OC=1C(C2=CC=CC=C2C(C1)=O)=O